2,3,5,6-tetrafluorobenzoyl chloride FC1=C(C(=O)Cl)C(=C(C=C1F)F)F